BrC1=CC=C(C=C1)C(F)P(OCC)(OCC)=O diethyl ((4-bromophenyl)fluoromethyl)phosphonate